C1OCC12CN(C2)CC2=C1C(=NC(=C2)C=2C(=C3CN(C(C3=CC2)=O)C2C(NC(CC2)=O)=O)F)C(=NN1)NC(C)C 3-(5-(7-((2-oxa-6-azaspiro[3.3]heptan-6-yl)methyl)-3-(isopropylamino)-1H-pyrazolo[4,3-b]pyridin-5-yl)-4-fluoro-1-oxoisoindolin-2-yl)piperidine-2,6-dione